N-(4-methoxy-4-oxobutanoyl)-O-phenyl-L-homoserylglycine COC(CCC(=O)N[C@@H](CCOC1=CC=CC=C1)C(=O)NCC(=O)O)=O